BrCCCCN1C=2C=CC(=CC2CC2=CC(=CC=C12)Cl)Cl 10-(4-bromobutyl)-2,7-dichloroacridine